C(#N)C1(CCCC1)C1=CC=2N(C=C1)C(=CN2)C2=CC(=C(C(=O)NC1CC1)C(=C2)OC)OC(F)F 4-[7-(1-cyanocyclopentyl)imidazo[1,2-a]pyridin-3-yl]-N-cyclopropyl-2-(difluoromethoxy)-6-methoxy-benzamide